(R)-3-methoxy-pivaloylphenylalanine COCC(C(=O)N[C@H](CC1=CC=CC=C1)C(=O)O)(C)C